C1[C@H]([C@H](OC2=C1C(=CC(=C2[C@H]3[C@@H]([C@H](OC4=CC(=CC(=C34)O)O)C5=CC(=C(C(=C5)O)O)O)O)O)O)C6=CC(=C(C=C6)O)O)O The molecule is a proanthocyanidin consisting of (+)-gallocatechin and (-)-epicatechin units joined by a (4alpha->8)-linkage. It has a role as a metabolite. It is a hydroxyflavan, a proanthocyanidin, a polyphenol and a biflavonoid. It derives from a (+)-gallocatechin and a (-)-epicatechin.